1-methyl-4-(6-methyl-5-(N-(methyl-d)methylsulfonamido)pyridin-2-yl)-1H-1,2,3-triazole-5-carboxylic acid methyl ester COC(=O)C1=C(N=NN1C)C1=NC(=C(C=C1)N(S(=O)(=O)C)C[2H])C